C(C)(C)(C)OC(=O)N1CC(C(CC1)(F)F)C=1C=NC(=C(C1)C#N)OC 3-(5-cyano-6-methoxypyridin-3-yl)-4,4-difluoropiperidine-1-carboxylic acid tert-butyl ester